Isoquinoline-8-amine C1=NC=CC2=CC=CC(=C12)N